C1=C(C=CC=2C3=CC=CC=C3NC12)CC(=O)NCC1=CC(=C(C=C1)F)F 2-(9H-carbazol-2-yl)-N-(3,4-difluorobenzyl)acetamide